methyl 2-bromo-6-chloronicotinate BrC1=C(C(=O)OC)C=CC(=N1)Cl